CSC1CN(C1)C(=O)O[C@@H]1CC[C@H](CC1)C(N(C[C@@H]1CC[C@H](CC1)C1=CC(=C(C=C1)OC)C)C1=CC(=CC=C1)C=1C=NN(C1)C1CC1)=O trans-4-((3-(1-Cyclopropyl-1H-pyrazol-4-yl)phenyl)((trans-4-(4-methoxy-3-methyl-phenyl)cyclohexyl)-methyl)carbamoyl)-cyclohexyl 3-(methyl-thio)azetidine-1-carboxylate